9,9-bis[4-(4-amino-phenoxy)phenyl]fluorene NC1=CC=C(OC2=CC=C(C=C2)C2(C3=CC=CC=C3C=3C=CC=CC23)C2=CC=C(C=C2)OC2=CC=C(C=C2)N)C=C1